6-(4-AMINO-PHENOXY)-2H-PYRIDAZIN-3-ON NC1=CC=C(OC=2C=CC(NN2)=O)C=C1